Methyl (R)-7-(4-amino-2-methyl-5,6-dihydro-4H-pyrrolo[1,2-b]pyrazol-3-yl)-6-chloro-3-(3-methoxy-3-oxopropyl)-1-methyl-1H-indole-2-carboxylate N[C@@H]1CCN2N=C(C(=C21)C=2C(=CC=C1C(=C(N(C21)C)C(=O)OC)CCC(=O)OC)Cl)C